ClC=1C=NC(=NC1)CNC(=O)C1=C(OC=2N=CN=C(C21)NC2(CC2)C)C N-[(5-chloropyrimidin-2-yl)methyl]-6-methyl-4-[(1-methylcyclopropyl)amino]furo[2,3-d]pyrimidine-5-carboxamide